3-(methylcarbamoyl)benzoic acid CNC(=O)C=1C=C(C(=O)O)C=CC1